(R,E)-2-(3-((1-(4-bromobut-2-enoyl)pyrrolidin-2-yl)ethynyl)pyridin-4-yl)-3-((3-chloro-2-methoxyphenyl)amino)-1,5,6,7-tetrahydro-4H-pyrrolo[3,2-c]pyridin-4-one BrC/C=C/C(=O)N1[C@H](CCC1)C#CC=1C=NC=CC1C1=C(C=2C(NCCC2N1)=O)NC1=C(C(=CC=C1)Cl)OC